C1(C=CC2=CC=CC=C12)=O inden-1-on